COC1=C(C(=CC=C1)OC)C=1C=C2CCC3(C(C2=CC1)NC(O[C@@H]1CN2CCC1CC2)=O)CC3 (S)-quinuclidin-3-yl (6'-(2,6-dimethoxyphenyl)-3',4'-dihydro-1'H-spiro[cyclopropane-1,2'-naphthalen]-1'-yl)carbamate